NC1=C(C(=O)NC23CC4(CC(CC(C2)C4)C3)O)C=CC=N1 2-amino-N-((1R,3R)-3-hydroxyadamantan-1-yl)nicotinamide